2-(4-(7-(3,5-dimethylisoxazol-4-yl)-1-methyl-2,3-dioxo-2,3-dihydropyrido[2,3-b]pyrazin-4(1H)-yl)piperidin-1-yl)pyrimidine-5-carbonitrile CC1=NOC(=C1C1=CC2=C(N(C(C(N2C)=O)=O)C2CCN(CC2)C2=NC=C(C=N2)C#N)N=C1)C